CC1(OB(OC1(C)C)C1=CC=C2C(NC3(C2=C1)CCC3)=O)C 6'-(4,4,5,5-tetramethyl-1,3,2-dioxaborolan-2-yl)spiro[cyclobutane-1,1'-isoindolin]-3'-one